3-(2-(((R)-((S)-7-(1-methyl-1H-pyrazol-4-yl)-2,3-dihydro-1H-pyrido[2,3-b][1,4]oxazin-3-yl)(phenyl)methyl)amino)ethyl)benzenesulfonamide CN1N=CC(=C1)C1=CC2=C(O[C@@H](CN2)[C@@H](C2=CC=CC=C2)NCCC=2C=C(C=CC2)S(=O)(=O)N)N=C1